2-cyano-3-cyclohexylguanidine C(#N)N=C(N)NC1CCCCC1